CS(=O)(=O)CC(=O)O 2-(methylsulfonyl)acetic acid